[Na+].[Na+].[Ca+2].C(CN(CC(=O)[O-])CC(=O)[O-])N(CC(=O)[O-])CC(=O)[O-] ethylenediaminetetraacetic acid calcium disodium salt